ClC=1C=CC(=C(C1)C1=CC(=C(N=N1)SCCO)NC1=CC(=NC=C1)NC(=O)N1CCC2(CCN(C2)C)CC1)F N-(4-{[6-(5-chloro-2-fluorophenyl)-3-[(2-hydroxyethyl)sulfanyl]pyridazin-4-yl]amino}pyridin-2-yl)-2-methyl-2,8-diazaspiro[4.5]decane-8-carboxamide